2-(5-(oxiran-2-yl)-3-phenyl-4-(4-sulfamoylbenzyl)-1H-pyrazol-1-yl)thiazole-4-carboxylic acid O1C(C1)C1=C(C(=NN1C=1SC=C(N1)C(=O)O)C1=CC=CC=C1)CC1=CC=C(C=C1)S(N)(=O)=O